CC(C1CCCC1P(C2=CC=CC=C2)C3=CC=CC=C3)P(C4=CC=CC=C4)C5=CC=CC=C5.C1CCCC1.[Fe] (1S)-1-(Diphenylphosphino)-2-[(1R)-1-(diphenylphosphino)ethyl]ferrocene